1,3-dioxohexahydro-2H-4,7-methanoisoindol-2-yl-triflic acid O=C1N(C(C2C3CCC(C12)C3)=O)OS(=O)(=O)C(F)(F)F